methyl 2-(4-fluoro-3,5-dimethylphenylamino)-4-(2-oxo-2,3-dihydrobenzo[d]oxazol-5-ylamino)pyrimidine-5-carboxylate trifluoroacetate salt FC(C(=O)O)(F)F.FC1=C(C=C(C=C1C)NC1=NC=C(C(=N1)NC=1C=CC2=C(NC(O2)=O)C1)C(=O)OC)C